FC1=CC=C(C=C1)C1=NC=C(C(=N1)C=1OC=CN1)CN (2-(4-fluorophenyl)-4-(oxazol-2-yl)pyrimidin-5-yl)methanamine